Dihydropseudouridine [C@@H]1([C@H](O)[C@H](O)[C@@H](CO)O1)C1CNC(=O)NC1=O